dicyanooxy-1,1'-binaphthyl C(#N)OC=1C(=C(C2=CC=CC=C2C1)C1=CC=CC2=CC=CC=C12)OC#N